1-[4-(2,4-dioxo-1,2,3,4-tetrahydronaphtho[1,2-b][1,4]diazepin-5-yl)phenyl]-3-phenylurea O=C1CC(N(C2=C(N1)C1=CC=CC=C1C=C2)C2=CC=C(C=C2)NC(=O)NC2=CC=CC=C2)=O